C(C)(C)(C)OC(=O)C1=C(C=C(C=C1)C1=CC=C(C=C1)C1=N[C@H](C=2N(C3=C1C(=C(S3)C)C)C(=NN2)C)CC(=O)OC)F 3-Fluoro-4'-[(6S)-6-(2-methoxy-2-oxoethyl)-2,3,9-trimethyl-6H-thieno[3,2-f][1,2,4]triazolo[4,3-a][1,4]diazepin-4-yl][1,1'-biphenyl]-4-carboxylic acid tert-butyl ester